2-Fluoro-4-methoxy-benzoic acid [(2R)-3-(3-ethyl-4-oxo-spiro[6,8-dihydro-5H-pyrazolo[4,3-c]azepin-7,4'-tetrahydropyran]-1-yl)-2-methyl-propyl] ester C(C)C1=NN(C2=C1C(NCC1(CCOCC1)C2)=O)C[C@H](COC(C2=C(C=C(C=C2)OC)F)=O)C